1-Decyl-4-methylpyridinium methanesulfonate CS(=O)(=O)[O-].C(CCCCCCCCC)[N+]1=CC=C(C=C1)C